tert-Butyl 4-(1-(1-(5-(6-amino-3-chloro-2-fluorophenyl)pyridin-2-yl)-2-(1-(difluoromethyl)-1H-pyrazol-3-yl)ethyl)-1H-pyrazol-4-yl)-2-fluorobenzoate NC1=CC=C(C(=C1C=1C=CC(=NC1)C(CC1=NN(C=C1)C(F)F)N1N=CC(=C1)C1=CC(=C(C(=O)OC(C)(C)C)C=C1)F)F)Cl